ClC1=C(C=C(OCC(=O)NN2CCC(CC2)C=2OC(=NN2)[C@@H]2C[C@@H](C2)OC(F)(F)F)C=C1)F 2-(4-chloro-3-fluorophenoxy)-N-(4-(5-(cis-3-(trifluoromethoxy)cyclobutyl)-1,3,4-oxadiazol-2-yl)piperidin-1-yl)acetamide